diglycidyl diformate C(=O)OCC1CO1.C(=O)OCC1CO1